C(#N)C1N(CCC1)C(CC1=NC2=CC=CC=C2C(=C1)C(=O)N)=O (2-(2-Cyanopyrrolidin-1-yl)-2-oxoethyl)chinolin-4-carboxamid